FC=1C(=C(C=CC1)[C@@H]1C2=C(NC(=C1C(=O)OC)C)COC2=O)[C@@H](C)F Methyl (S)-4-(3-fluoro-2-((R)-1-fluoroethyl)phenyl)-2-methyl-5-oxo-1,4,5,7-tetrahydrofuro[3,4-b]pyridine-3-carboxylate